2-((2'-(((trifluoromethyl)-sulfonyl)oxy)-[1,1'-biphenyl]-3-yl)methyl)piperidine-1-carboxylate FC(S(=O)(=O)OC1=C(C=CC=C1)C1=CC(=CC=C1)CC1N(CCCC1)C(=O)[O-])(F)F